5-(2-naphthyl)-3-cyano-isoxazoline oxide C1=C(C=CC2=CC=CC=C12)C1CC(=[N+](O1)[O-])C#N